C(C1=CC=CC=C1)(=O)N1CCN(CC1)C(CCCC1=CC=C(C=C1)OC)=O 1-(4-benzoylpiperazin-1-yl)-4-(4-methoxyphenyl)butan-1-one